CNC(=O)[C@H]1N([C@H]1C)C(C1=CC=CC=C1)(C1=CC=CC=C1)C1=CC=CC=C1 (2s,3s)-N,3-dimethyl-1-tritylaziridine-2-carboxamide